N-(2-chloro-6-methylphenyl)-2-((6-(4-(4-((2,6-dioxopiperidin-3-yl)amino)benzyl)piperazin-1-yl)-2-methylpyrimidin-4-yl)amino)thiazole-5-carboxamide ClC1=C(C(=CC=C1)C)NC(=O)C1=CN=C(S1)NC1=NC(=NC(=C1)N1CCN(CC1)CC1=CC=C(C=C1)NC1C(NC(CC1)=O)=O)C